OCCCCN1N=CC(=C1)CN(CCCCCCCC(=O)OC(CCCCCCCC)CCCCCCCC)CCCCCCCC(OCCCCCCCCCCC)=O heptadecan-9-yl 8-(((1-(4-hydroxybutyl)-1H-pyrazol-4-yl)methyl)(8-oxo-8-(undecyloxy)octyl)amino)octanoate